C(C1=CC=CC=C1)OC1=C(C(=O)O)C=CC(=C1OC(C)C)[N+](=O)[O-] 2-(benzyloxy)-3-isopropoxy-4-nitrobenzoic acid